FC=1C=C(OC=2C=C(C=C(C2)C2=C(C(=O)[O-])C=CC(=C2)N)C2=C(C(=O)[O-])C=CC(=C2)N)C=C(C1F)F 5-(3,4,5-trifluorophenoxy)-1,3-phenylenebis(4-aminobenzoate)